C(C1=CC=CC=C1)[C@](N)(CCC(=O)[O-])C(=O)[O-] α-benzylglutamate